6-(4-bromo-2-fluoro-6-isobutoxybenzyl)-6,7-dihydro-5H-pyrrolo[3,4-b]-pyridin-5-one BrC1=CC(=C(CN2CC3=NC=CC=C3C2=O)C(=C1)OCC(C)C)F